4-[[3-[1-(cyanomethyl)-3-(trifluoromethyl)pyrazol-4-yl]imidazo[1,2-a]pyrazin-8-yl]amino]-2-fluoro-6-methyl-N-[3-(prop-2-ynylamino)propyl]benzamide C(#N)CN1N=C(C(=C1)C1=CN=C2N1C=CN=C2NC2=CC(=C(C(=O)NCCCNCC#C)C(=C2)C)F)C(F)(F)F